ClC=1C(=NC(=NC1)NC=1C=C(C=NC1)N1C(CCC1)=O)C1=CC(=CC=C1)C1CCC1 1-(5-((5-chloro-4-(3-cyclobutylphenyl)pyrimidin-2-yl)amino)pyridin-3-yl)pyrrolidin-2-one